CN(C=1C=C(CN(C2=CC(=NC=C2)CN2CCCCC2)CC2=CC(=CC=C2)OC)C=CC1)C N-(3-(dimethylamino)benzyl)-N-(3-methoxybenzyl)-2-(piperidin-1-ylmethyl)pyridin-4-amine